N-(2-isopropoxyethyl)benzo[d]Thiazole-6-carboxamide C(C)(C)OCCNC(=O)C1=CC2=C(N=CS2)C=C1